O1CCC(=CC1)C1=CC=C(S1)C(C)NC1=NC(=NC2=CC(=C(C=C12)OC)OC)C N-[1-{5-(3,6-dihydro-2H-pyran-4-yl)thiophen-2-yl}ethyl]-6,7-dimethoxy-2-methylquinazolin-4-amine